FC(C(CO)NC([O-])=O)F (1,1-difluoro-3-hydroxypropan-2-yl)carbamate